C1(CC1)C=1OC2=C(N1)C=C(C=C2)OC 2-cyclopropyl-5-methoxybenzo[d]oxazole